Ethyl 2-(4-((2-chloro-5,5-dioxido-7,8-dihydro-6H-thiopyrano[3,2-d]pyrimidin-4-yl)amino)-2-fluorophenyl)acetate ClC=1N=C(C2=C(N1)CCCS2(=O)=O)NC2=CC(=C(C=C2)CC(=O)OCC)F